(S)-2-((5-fluoro-2-(1H-pyrrolo[2,3-b]pyridin-3-yl)pyrimidin-4-yl)amino)-1,2,3,4-tetrahydroisoquinoline-3-carboxylic acid FC=1C(=NC(=NC1)C1=CNC2=NC=CC=C21)NN2CC1=CC=CC=C1C[C@H]2C(=O)O